OC=1C(=C(NC(C1C)=O)C)C#N 4-hydroxy-2,5-dimethyl-6-oxo-1,6-dihydropyridine-3-carbonitrile